4-chloro-7-(4-fluoro-2-methoxy-phenyl)-6-(1H-pyrazol-4-yl)thiazolo[4,5-c]pyridine ClC1=NC(=C(C2=C1N=CS2)C2=C(C=C(C=C2)F)OC)C=2C=NNC2